4-(benzyloxy)benzoic acid C(C1=CC=CC=C1)OC1=CC=C(C(=O)O)C=C1